2-methoxy-4-(1-methylpiperidin-4-yl)-1H-benzo[d]Imidazole COC1=NC2=C(N1)C=CC=C2C2CCN(CC2)C